FC1=C(C=CC=C1OC)[C@H]1CC2(CN(C2)C(=O)C2CC(C2)(C)O)CC1 |r| (rac)-(6-(2-Fluoro-3-methoxyphenyl)-2-azaspiro[3.4]octan-2-yl)((1s,3s)-3-hydroxy-3-methylcyclobutyl)methanone